C1(NC=CC=2CCNCC12)=O 5,6,7,8-tetrahydro-2,7-naphthyridin-1(2H)-one